C(C)(=O)OCC1(C(C1)(F)F)COC(C)=O (2,2-difluorocyclopropane-1,1-diyl)bis(methylene) diacetate